OC1=CC=CC=C1 4-hydroxybenzol